FC(OCCC1(CCOCC1)NC(=O)C=1C=NN2C1CN(CC2)C(=O)C=2NC1=CC=CC=C1C2)F N-{4-[2-(difluoromethoxy)ethyl]oxan-4-yl}-5-(1H-indole-2-carbonyl)-4H,5H,6H,7H-pyrazolo[1,5-a]pyrazine-3-carboxamide